C(C)(=O)C1=CC=C(C=C1)CC#N 2-(4-acetylphenyl)acetonitrile